tert-butyl-{(2S)-1-[4-(2-ethoxyethoxy)phenyl]-3-hydroxypropan-2-yl}carbamate C(C)(C)(C)OC(N[C@@H](CC1=CC=C(C=C1)OCCOCC)CO)=O